C(O)C(C(=O)O)CCC methylolvaleric acid